4-methyl-1-(methylsulfonyl)-2,3-dihydro-1H-pyrrolo[3,2-c]pyridine-6-carboxylic acid CC1=NC(=CC2=C1CCN2S(=O)(=O)C)C(=O)O